2,5-dioxopyrrolidin-1-yl 4-(N-((2-amino-4-hydroxypteridin-6-yl)methyl)-2,2,2-trifluoroacetamido)benzoate NC1=NC2=NC=C(N=C2C(=N1)O)CN(C(C(F)(F)F)=O)C1=CC=C(C(=O)ON2C(CCC2=O)=O)C=C1